Tetradecyl-triphenylphosphine bromide [Br-].C(CCCCCCCCCCCCC)C1=C(C=CC=C1)P(C1=CC=CC=C1)C1=CC=CC=C1